BrC1=CC(=C2C(=NC(C2=C1)=O)C1=C(C=CC(=C1)F)Cl)NC(C1=CC(=CC(=C1)C(F)(F)F)F)=O N-(6-bromo-3-(2-chloro-5-fluorophenyl)-1-oxoisoindol-4-yl)-3-fluoro-5-(trifluoromethyl)benzamide